3-[4-[4-(2,4-dihydro-1,3-benzoxazin-3-yl)phenoxy]phenyl]-2,4-dihydro-1,3-benzoxazine O1CN(CC2=C1C=CC=C2)C2=CC=C(OC1=CC=C(C=C1)N1COC3=C(C1)C=CC=C3)C=C2